ClC1=C2C=CNC2=CC(=N1)Cl 4,6-dichloro-5-azaindole